C(C=C)(=O)N1C[C@H](C[C@@H]1COC)N1N=C(C(=C1NC)C(=O)N)C#CC1=C(C2=C(N(C(=N2)C)C(F)F)C=C1F)F 1-((3S,5R)-1-acryloyl-5-(methoxymethyl)pyrrolidin-3-yl)-3-((1-(difluoromethyl)-4,6-difluoro-2-methyl-1H-benzo[d]imidazol-5-yl)ethynyl)-5-(methylamino)-1H-pyrazole-4-carboxamide